Tert-Butyl (1S,2S)-2-{[(chloromethoxy)carbonyl]oxy}cyclopentyl Butanedioate C(CCC(=O)O[C@@H]1[C@H](CCC1)OC(=O)OCCl)(=O)OC(C)(C)C